FC1(CCN(CC1)C(=O)C=1C=C2C=CC=C(C2=CC1)C1=CC2=C(C(N(N=C2)C)=O)N=C1)F 3-(6-(4,4-difluoropiperidine-1-carbonyl)naphthalen-1-yl)-7-methylpyrido[2,3-d]pyridazin-8(7H)-one